tert-butyl 2-[4-[4-cyano-3-[3-(difluoromethoxy)-4-[(1-fluorocyclopropyl)methylcarbamoyl]-5-methoxyphenyl]-2-methylindazol-6-yl]pyrazol-1-yl]acetate C(#N)C=1C2=C(N(N=C2C=C(C1)C=1C=NN(C1)CC(=O)OC(C)(C)C)C)C1=CC(=C(C(=C1)OC)C(NCC1(CC1)F)=O)OC(F)F